10H,10'H-9,9'-spirobi[acridine] C1=CC=CC=2NC3=CC=CC=C3C3(C12)C1=CC=CC=C1NC=1C=CC=CC13